(S)-1-((1-(3-(difluoromethyl)-4-fluorophenyl)-5,5-difluoro-4-hydroxyl-4,5,6,7-tetrahydro-1H-indol-3-yl)sulfonyl)cyclopropane-1-nitrile FC(C=1C=C(C=CC1F)N1C=C(C=2[C@@H](C(CCC12)(F)F)O)S(=O)(=O)C1(CC1)C#N)F